4-[3,5-difluoro-4-(2-isothiocyanatoethynyl)phenyl]-4'-(trifluoromethoxy)-1,1'-biphenyl FC=1C=C(C=C(C1C#CN=C=S)F)C1=CC=C(C=C1)C1=CC=C(C=C1)OC(F)(F)F